CN(C(=O)C=1N(C=C(C1)C1=NC(=NC=C1C(F)(F)F)NC1CNCCC1)C)C N,N,1-trimethyl-4-{2-[(piperidin-3-yl)amino]-5-(trifluoromethyl)pyrimidin-4-yl}-1H-pyrrole-2-carboxamide